(S)-14,14,15,15-tetramethyl-8-vinyl-2,5,7,13-tetraoxa-14-silahexadecan-9-one C[Si](OCCCC([C@@H](OCOCCOC)C=C)=O)(C(C)(C)C)C